D-(+)-Xylopyranose OC1[C@H](O)[C@@H](O)[C@H](O)CO1